6-bromo-3-((4-morpholinophenyl)amino)pyrazine-2-carboxamide BrC1=CN=C(C(=N1)C(=O)N)NC1=CC=C(C=C1)N1CCOCC1